FC1=C(C(=O)C2=NN(C3=NC=C(C=C32)C3=CC=C(C(=O)O)C=C3)C3OCCCC3)C=CC(=C1NS(=O)(=O)C)F 4-[3-[2,4-difluoro-3-(methylsulfonylamino)benzoyl]-1-(oxan-2-yl)pyrazolo[3,4-b]pyridin-5-yl]benzoic acid